C1CC12CNC2 5-azaspiro[2.3]hexane